CN1N=C2C(=C(C(=CC2=C1)C1=NC2=NC=C(C=C2C=C1)N1CCNCC1)O)C 2,7-dimethyl-5-[6-(piperazin-1-yl)-1,8-naphthyridin-2-yl]indazol-6-ol